6-{8-[(2-cyano-2-methylideneethyl)amino]-7-methoxynaphthalen-2-yl}-4-acetamido-N-(1-methylpiperidin-4-yl)pyridine-2-carboxamide C(#N)C(CNC=1C(=CC=C2C=CC(=CC12)C1=CC(=CC(=N1)C(=O)NC1CCN(CC1)C)NC(C)=O)OC)=C